(1-[hydroxy[2-(2-methoxyethyl)piperidin-3-yl]methyl]piperidin-2-yl)methoxylcyclohexane-1-carbaldehyde OC(N1C(CCCC1)COC1(CCCCC1)C=O)C1C(NCCC1)CCOC